1,4,4-Trimethyl-5-oxopyrrolidin-3-yl (8-amino-7-fluoro-6-(8-methyl-2,3-dihydro-1H-pyrido[2,3-b][1,4]oxazin-7-yl)isoquinolin-3-yl)carbamate NC=1C(=C(C=C2C=C(N=CC12)NC(OC1CN(C(C1(C)C)=O)C)=O)C1=C(C2=C(OCCN2)N=C1)C)F